2-[[(1R)-2-[(2R,3R)-2-(2-chloro-5-fluoro-3-methyl-phenyl)-1-[2-[3-cyclopropyl-5-(trifluoromethyl)pyrazol-1-yl]acetyl]pyrrolidine-3-yl]oxy-1-methyl-ethyl]amino]acetamide ClC1=C(C=C(C=C1C)F)[C@H]1N(CC[C@H]1OC[C@@H](C)NCC(=O)N)C(CN1N=C(C=C1C(F)(F)F)C1CC1)=O